ClC=1C=C(C=CC1F)NC(=O)C1=C(N=CN1C)C1CC2CC(CC2C1)(C#CC1=NC=C(C=C1)C(C)(C)O)O N-(3-chloro-4-fluorophenyl)-4-(5-hydroxy-5-((5-(2-hydroxypropan-2-yl)pyridin-2-yl)ethynyl)octahydropentalen-2-yl)-1-methyl-1H-imidazole-5-carboxamide